4-(6-(6-methoxy-5-(benzenesulfonamido)pyridine-3-yl)quinazolin-4-yl)piperazine-1-carboxylic acid tert-butyl ester C(C)(C)(C)OC(=O)N1CCN(CC1)C1=NC=NC2=CC=C(C=C12)C=1C=NC(=C(C1)NS(=O)(=O)C1=CC=CC=C1)OC